N-{[2-(cyclobutylmethoxy)pyridin-3-yl]methyl}-5-{2-acetamidoimidazo[1,2-b]pyridazin-6-yl}-2-methoxy-6-methylpyridine-3-carboxamide C1(CCC1)COC1=NC=CC=C1CNC(=O)C=1C(=NC(=C(C1)C=1C=CC=2N(N1)C=C(N2)NC(C)=O)C)OC